C(CC)C1C2C=CC(C1)C2 5-propylbicyclo[2.2.1]hept-2-ene